O1COC2=C1C=CC(=C2)C2=CN=CC(=N2)C2=CC(=CS2)NC(=O)C2CCC2 N-(5-(6-(benzo[d][1,3]dioxol-5-yl)pyrazin-2-yl)thiophen-3-yl)cyclobutanecarboxamide